(cis-3-(2-(5,6,7,8-tetrahydro-1,8-naphthyridin-2-yl)ethyl)cyclobutyl)homoserine magnesium [Mg].N1=C(C=CC=2CCCNC12)CC[C@H]1C[C@H](C1)N[C@@H](CCO)C(=O)O